CCCCCCCCCCCCCCCC/C=C\OC[C@H](COP(=O)(O)OC[C@@H](C(=O)O)N)OC(=O)CCCCCCC/C=C\C/C=C\C/C=C\CC 1-(1Z-octadecenyl)-2-(9Z,12Z,15Z-octadecatrienoyl)-glycero-3-phosphoserine